1-fluoroethylpyridin-1-ium bromide [Br-].FC(C)[N+]1=CC=CC=C1